CC(C)(C)C=1C=C(C(=O)OCCCCCCCCCCCCCCCC)C=C(C1O)C(C)(C)C 3,5-bis(1,1-dimethylethyl)-4-hydroxybenzoic acid, hexadecyl ester